1-tert-Butyl 5-methyl (2S)-2-[4,10-bis({[1-(benzyloxy)-6-oxopyridin-2-yl]methyl})-7-[2-(tert-butoxy)-2-oxoethyl]-1,4,7,10-tetraazacyclododecan-1-yl]pentanedioate C(C1=CC=CC=C1)ON1C(=CC=CC1=O)CN1CCN(CCN(CCN(CC1)CC(=O)OC(C)(C)C)CC=1N(C(C=CC1)=O)OCC1=CC=CC=C1)[C@H](C(=O)OC(C)(C)C)CCC(=O)OC